tert-butyl (9-{4-[4-(2,6-dioxopiperidin-3-yl)-3,5-difluorophenyl]piperazin-1-yl}-3-azaspiro[5.5]undecan-3-yl)formate O=C1NC(CCC1C1=C(C=C(C=C1F)N1CCN(CC1)C1CCC2(CCN(CC2)C(=O)OC(C)(C)C)CC1)F)=O